2-[3-Fluoro-6-(4-fluoro-3-methyl-phenyl)pyrazolo[4,3-b]pyridin-1-yl]-N,N-dimethyl-acetamide FC1=NN(C=2C1=NC=C(C2)C2=CC(=C(C=C2)F)C)CC(=O)N(C)C